α-hydroxyisopropylbenzene OC(C)(C)C1=CC=CC=C1